7-fluoro-1-(1-methylazetidin-3-yl)-1H-indole FC=1C=CC=C2C=CN(C12)C1CN(C1)C